4-(bis(methyl-d3)amino)-1-(2-chloro-phenyl)-7-(trifluoromethyl)-pyrido[2,3-d]pyrimidin-2(1H)-one C([2H])([2H])([2H])N(C=1C2=C(N(C(N1)=O)C1=C(C=CC=C1)Cl)N=C(C=C2)C(F)(F)F)C([2H])([2H])[2H]